ClC1=NC=C(C(=N1)NCC1=C(C=CC=C1)P(=O)(C)C)Cl 2,5-dichloro-N-[(2-dimethylphosphorylphenyl)methyl]pyrimidin-4-amine